trans-N-(4-(1-(tert-butyl)-1H-pyrazol-4-yl)pyridin-2-yl)-4-hydroxy-N-((4-(4-methoxy-3-methylphenyl)bicyclo[2.2.2]octan-1-yl)methyl)cyclohexanecarboxamide C(C)(C)(C)N1N=CC(=C1)C1=CC(=NC=C1)N(C(=O)[C@@H]1CC[C@H](CC1)O)CC12CCC(CC1)(CC2)C2=CC(=C(C=C2)OC)C